FC=1C=C(C=CC1C)C(C(=O)NN1C(=NC2=CC(=CC=C2C1=O)C(F)(F)F)C(C)C)C 2-(3-Fluoro-4-methyl-phenyl)-N-(2-isopropyl-4-oxo-7-trifluoromethyl-4H-quinazolin-3-yl)-propionamide